BrC=1C=C2COC3(C2=CC1F)CN(C3)C(=O)OC(C)(C)C tert-butyl 5'-bromo-6'-fluoro-3'H-spiro[azetidine-3,1'-isobenzofuran]-1-carboxylate